(4R,5R,7S,8R)-5-(4-amino-2-oxopyrimidin-1(2H)-yl)-7-((benzoyloxy) methyl)-7-fluoro-6-oxa-1-thiaspiro[3.4]oct-8-yl benzoate C(C1=CC=CC=C1)(=O)O[C@@H]1[C@@](O[C@H]([C@@]12CCS2)N2C(N=C(C=C2)N)=O)(F)COC(C2=CC=CC=C2)=O